1-(2-fluorophenyl)cyclohexanecarboxylic acid FC1=C(C=CC=C1)C1(CCCCC1)C(=O)O